CC1=CCC(CC1O)C(=C)C The molecule is a limonene monoterpenoid that is cyclohex-2-en-1-ol substituted by a methyl group at position 2 and a prop-1-en-2-yl group at position 5. It has a role as a volatile oil component and a plant metabolite.